acryloyloxytridecyltrimethoxysilane C(C=C)(=O)OCCCCCCCCCCCCC[Si](OC)(OC)OC